C(C)(C)(C)OC(=O)N1CC2=NN(C=C2C1)CC1=CC=C(C=C1)F 2-(4-fluorobenzyl)-2,6-dihydropyrrolo[3,4-c]pyrazole-5(4H)-carboxylic acid tert-butyl ester